1,1-bis(4-hydroxy-3-methylphenyl)cyclooctaneN OC1=C(C=C(C=C1)C1(C=CCCCCC1)C1=CC(=C(C=C1)O)C)C